NC=1C(=NC2=C(C(=C(C=C2C1N[C@@H]1C[C@H](N(CC1)C(=O)OC(C)(C)C)CC#N)Cl)Br)F)Cl tert-butyl (2S,4S)-4-((3-amino-7-bromo-2,6-dichloro-8-fluoroquinolin-4-yl)amino)-2-(cyanomethyl)piperidine-1-carboxylate